7-bromo-4-(trifluoromethyl)benzofuran tert-butyl-N-[3-cyano-4-(5,5-dimethyl-1,3,2-dioxaborinan-2-yl)-7-fluoro-benzothiophen-2-yl]carbamate C(C)(C)(C)OC(NC=1SC2=C(C1C#N)C(=CC=C2F)B2OCC(CO2)(C)C)=O.BrC2=CC=C(C=1C=COC12)C(F)(F)F